5-amino-3-methyl-1-phenylpyrazole NC1=CC(=NN1C1=CC=CC=C1)C